FC=1C=C(CC=2C(=NN(C2)C)N)C=C(C1C=1C=C2C(=CN1)NN=C2C=2C=NN(C2)C)F (3,5-difluoro-4-(3-(1-methyl-1H-pyrazol-4-yl)-1H-pyrazolo[3,4-c]pyridin-5-yl)benzyl)-1-methyl-1H-pyrazol-3-amine